((Piperazin-1,4-diylbis(ethan-2,1-diyl))bis(azantriyl))tetrakis(butan-4,1-diyl)tetrakis(2-butyloctanoat) N1(CCN(CC1)CCN(CCCCC(C(=O)[O-])(CCCCCC)CCCC)CCCCC(C(=O)[O-])(CCCCCC)CCCC)CCN(CCCCC(C(=O)[O-])(CCCCCC)CCCC)CCCCC(C(=O)[O-])(CCCCCC)CCCC